C(#N)CNC(C1=NC=C(C=C1)C1=NC(=NC=C1C)NC=1C=NN(C1)C1CCN(CC1)C(=O)C1CC1)=O N-(cyanomethyl)-5-(2-((1-(1-(cyclopropanecarbonyl)piperidin-4-yl)-1H-pyrazol-4-yl)amino)-5-methylpyrimidin-4-yl)picolinamide